(E)-2-(2-trifluoromethylbenzylidene)-6-hydroxy-2,3-dihydro-1H-inden-1-one FC(C1=C(\C=C/2\C(C3=CC(=CC=C3C2)O)=O)C=CC=C1)(F)F